FC=1C=C(C=NC1C)C1=NOC(=C1COC1=CC=CC=N1)C 6-((3-(5-fluoro-6-methyl-3-pyridinyl)-5-methyl-isoOxazol-4-yl)methoxy)pyridine